5-bromo-3-chloro-N-[8-fluoro-2-methylimidazo-[1,2-a]pyridin-6-yl]thiophene-2-carboxamide BrC1=CC(=C(S1)C(=O)NC=1C=C(C=2N(C1)C=C(N2)C)F)Cl